C(CCCCCCCC)N1C(CCCC1)=O 1-N-nonyl-2-piperidone